C(C)(C)C1=C(NC2=CC=C(C=C12)CCN1CCCC1)C=1C=C(C(N(C1)C)=O)C 5-(3-Isopropyl-5-(2-(pyrrolidin-1-yl)ethyl)-1H-indol-2-yl)-1,3-dimethylpyridin-2(1H)-on